C(CCC)[Al] n-butyl-aluminum